CNC=1N=NC(=C2C1N(C=N2)C)N N7,1-dimethyl-1H-imidazo[4,5-d]pyridazine-4,7-diamine